C(C=C)(=O)O.C(C=C)(=O)O.C(C=C)(=O)O.C(#N)C(C(C#N)(C#N)C#N)OC(C(CO)(CO)CO)C tetracyanoethoxytrimethylolpropane triacrylate